[O-]CCCC.[O-]CCCC.[O-]CCCC.[La+3] lanthanum tributoxide